3-methyl-5-(N-(3-(thiophen-2-yl)phenethyl)sulfamoyl)benzofuran-2-carboxylic acid ethyl ester C(C)OC(=O)C=1OC2=C(C1C)C=C(C=C2)S(NCCC2=CC(=CC=C2)C=2SC=CC2)(=O)=O